[1,4]oxazepino[5,6,7-de]quinazoline-2(1H)-carboxylic acid tert-butyl ester C(C)(C)(C)OC(=O)C=1NC=2C=CC=C3C2C(N1)=NC=CO3